chloro-1-methyl-1H-pyrazol ClC1=NN(C=C1)C